FC12CC(C1)(C2)C2=NOC(=C2)N 3-(3-Fluorobicyclo[1.1.1]pentan-1-yl)isoxazol-5-amine